1-methyl-4-((4-nitrophenoxy)methyl)benzene CC1=CC=C(C=C1)COC1=CC=C(C=C1)[N+](=O)[O-]